Cl.C(C1=CC=CC=C1)N1CCC(CC1)(O)CN1N=CC=C(C1=O)C1=CC=CC=C1 2-((1-Benzyl-4-hydroxypiperidin-4-yl)methyl)-4-phenylpyridazin-3(2H)-on Hydrochlorid